The molecule is a homodetic cyclic peptide that consists of L-valine as the amino acid residue. It is isolated from Lissoclinum bistratum and exhibits antitumour activity against the human colon tumour cell line. It has a role as a metabolite and an antineoplastic agent. It is a homodetic cyclic peptide and a macrocycle. CC1=C2C(=O)N[C@H](C3=NC(=CO3)C(=O)N[C@H](C4=NC(=CS4)C(=O)N[C@H](C(=N2)O1)C(C)C)C(C)C)C(C)C